ClC=1C=C2C(=NC=NC2=C(C1C1=C(C=CC=C1O)F)F)N1CCN(CC1)C(=O)\C(\C#N)=C\C(C)C (E)-2-(4-(6-chloro-8-fluoro-7-(2-fluoro-6-hydroxy-phenyl)quinazolin-4-yl)piperazine-1-carbonyl)-4-methylpent-2-enenitrile